Cl.FC1=CC=C(C=C1)C1=NN2C(CNC[C@@H]2CO)=C1C1=CC=NC=C1 |r| [(7RS)-2-(4-fluorophenyl)-3-(pyridin-4-yl)-4,5,6,7-tetrahydropyrazolo[1,5-a]pyrazin-7-yl]methanol hydrochloride